tert-Butyl 4-(furan-2-ylmethyl)piperazine-1-carboxylate O1C(=CC=C1)CN1CCN(CC1)C(=O)OC(C)(C)C